C(C1=CC=CC=C1)N1CC(C(CC1)CCNC(=O)C1CCN(CC1)C1=CC=C(C=C1)OC(F)(F)F)CO N-{2-[1-benzyl-3-(hydroxymethyl)piperidin-4-yl]ethyl}-1-[4-(trifluoromethoxy)phenyl]piperidine-4-carboxamide